CC(C)[2H] propan-2-d